C(#N)C[C@H]1CN(CCN1C(C(=C)F)=O)C1=NC=NC2=CC=C(C=C12)C=1C=C(C(=NC1)OC)NS(=O)(=O)C1=C(C=CC=C1F)F (S)-N-(5-(4-(3-(cyanomethyl)-4-(2-fluoroacryloyl)piperazin-1-yl)quinazolin-6-yl)-2-methoxypyridin-3-yl)-2,6-difluorobenzenesulfonamide